(S)-2-amino-3-(4-(1-methyl-3-(N-methylpyrimidine-5-carboxamido)-1H-pyrazol-4-yl)phenyl)propanoic acid N[C@H](C(=O)O)CC1=CC=C(C=C1)C=1C(=NN(C1)C)N(C(=O)C=1C=NC=NC1)C